4-fluoro-2-isopropyl-6-(6-methylpyridin-3-yl)aniline FC1=CC(=C(N)C(=C1)C=1C=NC(=CC1)C)C(C)C